CS(=O)(=O)N1CCN(CC1)CC=1N=C2N(C=C(N=C2N2CCOCC2)C=2C=NC(=NC2)N)C1 5-(2-((4-(Methylsulfonyl)piperazin-1-yl)methyl)-8-morpholinoimidazo[1,2-a]pyrazin-6-yl)pyrimidin-2-amine